C(C)(C)(C)OC(=O)N1CC=2C(=NC(=C(C2C1)C)C)C(F)F 4-(difluoromethyl)-6,7-dimethyl-1,3-dihydro-2H-pyrrolo[3,4-c]pyridine-2-carboxylic acid tert-butyl ester